methyl 6-chloro-1-(tetrahydro-2H-pyran-4-yl)-1H-pyrrolo[2,3-b]pyridine-4-carboxylate ClC=1C=C(C2=C(N1)N(C=C2)C2CCOCC2)C(=O)OC